C(C)OC(\N=C\1/SC=CN1C1=CC(=CC=C1)Cl)=O (Z)-(3-(3-chlorophenyl)thiazol-2(3H)-ylidene)carbamic acid ethyl ester